O[C@@H](C(=O)NCCC(=O)NCCSC(C(=O)OC)CC(=O)OC)C(CO)(C)C Dimethyl 2-((2-(3-((R)-2,4-dihydroxy-3,3-dimethylbutanamido)propanamido) ethyl)thio)succinate